5-amino-p-benzoquinone NC=1C(C=CC(C1)=O)=O